NC1=CC=C(N=N1)C(=O)N1CC(C1)OC (6-aminopyridazin-3-yl)-(3-methoxyazetidin-1-yl)methanone